C1=CC(=CC=C1NC(=O)NC2=CC=C(C=C2)[N+](=O)[O-])[N+](=O)[O-] 4,4'-dinitrodiphenylurea